C(C)(C)(C)OOC1(CC(CC(C1)C)(C)C)OOC(C)(C)C di(tert-butylperoxy)-3,3,5-trimethylcyclohex-ane